N-vinyl-pyrimidine C(=C)N1CN=CC=C1